ClC=1C(=CC(=NC1)N1[C@H]([C@@H](CC1)O)CO)N1C(C2=C(C=C1)N(N=C2)CC2=C(C=CC=C2)F)=O |r| rac-5-(5-chloro-2-((2S,3R)-3-hydroxy-2-(hydroxymethyl)pyrrolidin-1-yl)pyridin-4-yl)-1-(2-fluorobenzyl)-1,5-dihydro-4H-pyrazolo[4,3-c]pyridin-4-one